CC1(C(N(C2=CC=CC(=C12)C=1C=CC(=C(C(=O)NC2=CC=C(C=C2)F)C1)C(F)(F)F)C1=NC=NC=C1)=O)C 5-(3,3-dimethyl-2-oxo-1-(pyrimidin-4-yl)indolin-4-yl)-N-(4-fluorophenyl)-2-(trifluoromethyl)benzamide